8-((2S,5R)-2,5-dimethyl-4-(1-(quinoxalin-6-yl)ethyl)piperazin-1-yl)-5-methyl-2-((S-methylsulfonimidoyl)methyl)imidazo[1,2-b]pyridazin-6(5H)-one C[C@@H]1N(C[C@H](N(C1)C(C)C=1C=C2N=CC=NC2=CC1)C)C=1C=2N(N(C(C1)=O)C)C=C(N2)CS(=O)(=N)C